C(CCCCC(C)C)C=CC(=O)[O-] β-isooctylacrylate